(2S,3R)-3-CYCLOPROPYL-N,N-BIS(4-METHOXYBENZYL)HEX-5-ENE-2-SULFONAMIDE C1(CC1)[C@H]([C@H](C)S(=O)(=O)N(CC1=CC=C(C=C1)OC)CC1=CC=C(C=C1)OC)CC=C